hexafluorophosphate-isourea NC(O)=N.F[P-](F)(F)(F)(F)F